C(C)(=O)NCC1CCN(CC1)CC1=CC(=NC(=C1)C1=CC(=CC(=C1)Cl)Cl)OC=1C=CC(=NC1)N1CCN(CC1)CCC(=O)NC(OC)=O methyl (3-(4-(5-((4-((4-(acetamidomethyl)piperidin-1-yl)methyl)-6-(3,5-dichlorophenyl)pyridin-2-yl)oxy)pyridin-2-yl)piperazin-1-yl)propanoyl)carbamate